(R)-2-((tert-butoxycarbonyl)amino)-3-hydroxypropionic acid C(C)(C)(C)OC(=O)N[C@@H](C(=O)O)CO